9b-Chloro-4b-hydroxy-7-isopropyl-4-nitro-4b,9b-dihydro-10H-indeno[1,2-b]benzofuran-10-one ClC12C(OC3=C1C=CC(=C3)C(C)C)(C3=C(C=CC=C3C2=O)[N+](=O)[O-])O